C(C)(C)NC1=NC=2C=CC(=CC2C2=C1CCC2)OC N-isopropyl-8-methoxy-2,3-dihydro-1H-cyclopenta[c]quinolin-4-amine